C1(CCCC1)NC(=O)C1=CC2=C(N=C(S2)C2CCN(CC2)CCO)C=C1 N-cyclopentyl-2-(1-(2-hydroxyethyl)piperidin-4-yl)benzo[d]thiazole-6-carboxamide